C1(=CC=CC=C1)C(C1=CC=C(C=C1)C(C1=CC=CC=C1)C1=CC=CC=C1)C1=CC=CC=C1 1,4-bis-(diphenylmethyl)benzene